CC1(OB(OC1(C)C)[C@@H]1[C@H](C1)C1=C2C=CN=CC2=CC=C1)C 5-[(1S,2S)-2-(4,4,5,5-tetramethyl-1,3,2-dioxaborolan-2-yl)cyclopropyl]isoquinoline